C(C1=CC=CC=C1)N1CC=C(C=C1)C=1SC(=CC1)C1=CC=NC=C1 1-benzyl-4-(5-(pyridin-4-yl)thiophen-2-yl)pyridin